5-(2,4-difluorophenyl)-N-((1-(3-(dimethylcarbamoyl)benzyl)piperidin-4-yl)methyl)isoxazole-3-carboxamide FC1=C(C=CC(=C1)F)C1=CC(=NO1)C(=O)NCC1CCN(CC1)CC1=CC(=CC=C1)C(N(C)C)=O